[Si](C1=CC=CC=C1)(C1=CC=CC=C1)(C(C)(C)C)O[C@H]1CC(N(C1)C(C)C)=O (4S)-4-[tert-butyl(diphenyl)silyl]oxy-1-isopropyl-pyrrolidin-2-one